NCC(CN1N=CN(C1=O)CC=1SC=C(C1)Br)=C(F)F 2-[2-(aminomethyl)-3,3-difluoro-allyl]-4-[(4-bromo-2-thienyl)methyl]-1,2,4-triazol-3-one